C(C)(C)(C)OC(NCC(=O)NC1=NC=C(C=C1)C1=C(C=NN1C)C)=O 2-((5-(1,4-dimethyl-1H-pyrazol-5-yl)Pyridin-2-yl)amino)-2-oxoethyl-carbamic acid tert-butyl ester